NC1=NC=2C=C(C=CC2C=2C1=NN(C2)CCNC(OC(C)(C)C)=O)N2N=CC=C2 tert-butyl (2-(4-amino-7-(1H-pyrazol-1-yl)-2H-pyrazolo[3,4-c]quinolin-2-yl)ethyl)carbamate